C1(CC1)S(=O)(=O)C1=CC=C(C=C1)C1=CC=C2C(=N1)SC(=N2)OC(C)C2CCN(CC2)C2=NC(=NO2)C(C)C 5-(4-(1-((5-(4-(cyclopropyl-sulfonyl)phenyl)thiazolo[5,4-b]pyridin-2-yl)oxy)ethyl)piperidin-1-yl)-3-isopropyl-1,2,4-oxadiazole